BrC(=C(C1=CC=C(C=C1)O)C1=CC=C(C=C1)O)Br 1,1-dibromo-2,2-bis(4-hydroxyphenyl)ethylene